N-[3-(1,1-difluoroethyl)phenyl]-1-[4-(difluoromethoxy)phenyl]-5-isopropyl-3-methyl-pyrazole-4-carboxamide FC(C)(F)C=1C=C(C=CC1)NC(=O)C=1C(=NN(C1C(C)C)C1=CC=C(C=C1)OC(F)F)C